C(=CC)N1CCN(CC1)C1=CC=C(C=N1)C=1C=2N(C=C(C1)C=1C=NN(C1)C)N=CC2C#N 4-(6-(4-propenylpiperazin-1-yl)pyridin-3-yl)-6-(1-methyl-1H-pyrazol-4-yl)pyrazolo[1,5-a]pyridine-3-carbonitrile